[SH2]1(CCC1)=O 1λ6-thietane-1-oxide